(E)-tert-butyl 3-(chloro(hydroxyimino)methyl)azetidine-1-carboxylate Cl/C(/C1CN(C1)C(=O)OC(C)(C)C)=N/O